2,7-Bis(2-hydroxy-3-(2-chlorophenylcarbamoyl)-1-naphthylazo)fluorenone benzyl-(2S,5S)-2,5-dimethyl-4-oxo-piperidine-1-carboxylate C(C1=CC=CC=C1)OC(=O)N1[C@H](CC([C@H](C1)C)=O)C.OC1=C(C2=CC=CC=C2C=C1C(NC1=C(C=CC=C1)Cl)=O)N=NC=1C(C2=CC3=CC(=CC=C3C2=CC1)N=NC1=C(C(=CC2=CC=CC=C12)C(NC1=C(C=CC=C1)Cl)=O)O)=O